O=C1NC(CCC1C1=CC=C(OC2CCC(CC2)C(=O)N2CCC(CC2)C(=O)O)C=C1)=O 1-((1R,4R)-4-(4-(2,6-dioxopiperidin-3-yl)phenoxy)cyclohexane-1-carbonyl)piperidine-4-carboxylic acid